6-((1-(1-(difluoromethyl)-1H-benzo[d]imidazol-2-yl)piperidin-4-yl)oxy)-3-(3-fluorophenyl)-1-methyl-1H-pyrazolo[3,4-d]pyrimidine FC(N1C(=NC2=C1C=CC=C2)N2CCC(CC2)OC2=NC=C1C(=N2)N(N=C1C1=CC(=CC=C1)F)C)F